C1(CC1)C=1C(=C2C(C(N(C2=CC1)CC(=O)N[C@@H]([C@@H](CC(=O)O)C)C)=O)(C)C)F (3R,4R)-4-(2-(5-cyclopropyl-4-fluoro-3,3-dimethyl-2-oxoindolin-1-yl)acetamido)-3-methylpentanoic acid